C(C1=CC=CC=C1)OC(C[C@H](N)C(=O)O)=O (E)-aspartic acid-4-benzyl ester